N-(5-cyano-6-(2H-1,2,3-triazol-2-yl)pyridin-3-yl)-1-(6-(fluoro)pyridin-3-yl)-5-(trifluoromethyl)-1H-pyrazole-4-carboxamide C(#N)C=1C=C(C=NC1N1N=CC=N1)NC(=O)C=1C=NN(C1C(F)(F)F)C=1C=NC(=CC1)F